methyl 7-acetylfuro[3,2-c]pyridine-4-carboxylate C(C)(=O)C=1C2=C(C(=NC1)C(=O)OC)C=CO2